4-((1s,3s)-3-morpholinocyclobutoxy)aniline O1CCN(CC1)C1CC(C1)OC1=CC=C(N)C=C1